C1(CC1)NC[C@@H]1C[C@@](N1C(=O)OC(C)(C)C)(C(=O)OCC1=CC=CC=C1)C O2-benzyl O1-tert-butyl (2R,4S)-4-[(cyclopropylamino)methyl]-2-methyl-azetidine-1,2-dicarboxylate